2-fluoro-6-[(3,5-dimethoxybenzyl)amino]-9-(oxetan-2-yl)-9H-purine FC1=NC(=C2N=CN(C2=N1)C1OCC1)NCC1=CC(=CC(=C1)OC)OC